4-(2-(4-(5-chloro-2-(1H-tetrazol-1-yl)phenyl)-2,5-dioxopiperazin-1-yl)-3-phenylpropanamido)-2-fluoro-N-methylbenzamide ClC=1C=CC(=C(C1)N1CC(N(CC1=O)C(C(=O)NC1=CC(=C(C(=O)NC)C=C1)F)CC1=CC=CC=C1)=O)N1N=NN=C1